(R)-1-(((2-((2-chloro-3-(3-chloro-2-(4-((((S)-2-hydroxypropyl)amino)methyl)-3-methoxyphenyl)pyridin-4-yl)phenyl)amino)-3-fluoropyridin-4-yl)methyl)amino)propan-2-ol ClC1=C(C=CC=C1C1=C(C(=NC=C1)C1=CC(=C(C=C1)CNC[C@H](C)O)OC)Cl)NC1=NC=CC(=C1F)CNC[C@@H](C)O